(S)-6-methyl-5-(methyl-(pyrrolidin-3-yl)amino)-N-(thiazol-4-yl)pyridine-2-sulfonamide formate C(=O)O.CC1=C(C=CC(=N1)S(=O)(=O)NC=1N=CSC1)N([C@@H]1CNCC1)C